CN1N=CN=C1C=1C=CC(=NC1)CN[C@@H]1CCCC=2C=CC=NC12 (R)-N-((5-(1-methyl-1H-1,2,4-triazol-5-yl)pyridin-2-yl)methyl)-5,6,7,8-tetrahydroquinolin-8-amine